(2-chlorophenyl)-2-methyl-6-(morpholinomethyl)-4H-pyrrolo[2,3-d]thiazole-5-carboxamide ClC1=C(C=CC=C1)N1C(=C(C2=C1N=C(S2)C)CN2CCOCC2)C(=O)N